(1S,3S,4S)-2-((3-chlorophenyl)-D-leucyl)-N-((R)-1-cyano-2-((R)-2-oxopiperidin-3-yl)ethyl)-5,5-difluoro-2-azabicyclo[2.2.2]octane-3-carboxamide ClC=1C=C(C=CC1)N[C@H](CC(C)C)C(=O)N1[C@@H]2CC([C@H]([C@H]1C(=O)N[C@H](C[C@@H]1C(NCCC1)=O)C#N)CC2)(F)F